2-[(8-azido-3,6-dioxaoct-1-yl)oxy]ethan-1-amine N(=[N+]=[N-])CCOCCOCCOCCN